1-(11Z-docosenoyl)-2-(8Z,11Z,14Z-eicosatrienoyl)-glycero-3-phospho-(1'-sn-glycerol) CCCCCCCCCC/C=C\CCCCCCCCCC(=O)OC[C@H](COP(=O)(O)OC[C@H](CO)O)OC(=O)CCCCCC/C=C\C/C=C\C/C=C\CCCCC